4-piperazin-1-yl-piperidine N1(CCNCC1)C1CCNCC1